C1(=CC=CC=C1)S(=O)(=O)OCCCCCCCCCCCC Dodecyl benzenesulphonate